(8-ethyl-1,4-dioxo-1,4-dihydronaphthalen-2-yl)carbamic acid tert-butyl ester C(C)(C)(C)OC(NC=1C(C2=C(C=CC=C2C(C1)=O)CC)=O)=O